O.C(CC(O)(C(=O)O)CC(=O)O)(=O)O.C(C)OC(=O)N1CC2(CC(C2)N2CCC(CC2)C2=CC=NN2C)CC1 2-[4-(1-methyl-1H-pyrazol-5-yl)piperidin-1-yl]-6-azaspiro[3.4]octane-6-carboxylic acid ethyl ester citrate monohydrate